5-fluoro-1'-(6-methoxy-5-(1H-pyrazol-4-yl)pyridin-2-yl)-1,3-dihydrospiro[indene-2,3'-pyrrolidin]-2'-one FC=1C=C2CC3(C(N(CC3)C3=NC(=C(C=C3)C=3C=NNC3)OC)=O)CC2=CC1